ClC1=C(C=C(C=C1)C(F)(F)F)NC(=O)C1=C(N=C(S1)N(C(=O)C1(CC1)C(=O)N)C1=CC=C(C=C1)F)C1CC1 N-(5-((2-chloro-5-(trifluoromethyl)phenyl)carbamoyl)-4-cyclopropylthiazol-2-yl)-N-(4-fluorophenyl)cyclopropane-1,1-dicarboxamide